(S)-3-((3-(2-cyclopropylethyl)-3-(ethoxymethyl)pyrrolidin-1-yl)methyl)pyridine C1(CC1)CC[C@]1(CN(CC1)CC=1C=NC=CC1)COCC